(rac)-1-{2'-[6-amino-5-(trifluoromethyl)pyridin-3-yl]-5',6'-dihydrospiro[pyrrolidine-3,4'-pyrrolo[1,2-b]pyrazol]-1-yl}-2-methyl-2-(6-methylpyridin-3-yl)propan-1-one NC1=C(C=C(C=N1)C=1C=C2N(N1)CC[C@]21CN(CC1)C(C(C)(C=1C=NC(=CC1)C)C)=O)C(F)(F)F |r|